2,3-dihydro-1H-benzo[d]pyrrolo[1,2-a]imidazole-7-carboxylic acid methyl ester COC(=O)C1=CC2=C(N=C3N2CCC3)C=C1